8-(dimethylamino)-8-phenyl-3-(2-(pyridazin-4-yl)pyrimidin-5-yl)-1,3-diazaspiro[4.5]decan-2-one CN(C1(CCC2(CN(C(N2)=O)C=2C=NC(=NC2)C2=CN=NC=C2)CC1)C1=CC=CC=C1)C